C[C@@H]1C[C@H]2[C@H](C[C@]3([C@H]1C=CC3=O)C)C(=C)C(=O)O2 The molecule is a sesquiterpene lactone that is 3,3a,4,4a,7a,8,9,9a-octahydroazuleno[6,5-b]furan-2,5-dione substituted by methyl groups at positions 4a and 8 and a methylidene group at position 3. Isolated from the aerial parts of Inula hupehensis, it exhibits anti-inflammatory activity. It has a role as a metabolite, an anti-inflammatory agent and a plant metabolite. It is a gamma-lactone, a sesquiterpene lactone, a cyclic ketone and an organic heterotricyclic compound.